COC=1C(=C(C=CC1)C1OCCO1)O 2-(3'-methoxy-hydroxyphenyl)-1,3-dioxolane